2-((1-Acryloylpiperidin-4-yl)methyl)-1-amino-4-(4-(pyridin-2-ylcarbamoyl)phenyl)-1H-imidazol-5-carboxamid C(C=C)(=O)N1CCC(CC1)CC=1N(C(=C(N1)C1=CC=C(C=C1)C(NC1=NC=CC=C1)=O)C(=O)N)N